FC(C1=CC(=CC=C1)C(F)(F)F)(F)F 1,3-di(trifluoromethyl)benzene